3-(2,5-dihydroxy-4-sulfobenzamido)benzoic acid OC1=C(C(=O)NC=2C=C(C(=O)O)C=CC2)C=C(C(=C1)S(=O)(=O)O)O